4-[(2-{3-[(quinolin-3-yl)amino]prop-1-yn-1-yl}-1-(2,2,2-trifluoroethyl)-1H-indol-4-yl)amino]-1λ6-thiane-1,1-dione N1=CC(=CC2=CC=CC=C12)NCC#CC=1N(C2=CC=CC(=C2C1)NC1CCS(CC1)(=O)=O)CC(F)(F)F